CN(C1(CCC2(CN(C(N2)=O)C=2C=NC(=CC2)N2CCNCC2)CC1)C1=CC=CC=C1)C cis-8-dimethylamino-8-phenyl-3-(6-piperazin-1-yl-pyridin-3-yl)-1,3-diazaspiro[4.5]decan-2-one